sodium di(lauroyl-glutaminyl)lysine C(CCCCCCCCCCC)(=O)N[C@@H](CCC(N)=O)C(=O)N([C@@H](CCCCN)C(=O)O)C([C@@H](NC(CCCCCCCCCCC)=O)CCC(N)=O)=O.[Na]